FC(C1=NN(C(=C1)C(F)F)CC(=O)N1CCC(CC1)C=1SC=C(N1)C1=NOC(C1)C1=C(C=CC=C1OCC#C)F)F 2-[3,5-bis(difluoromethyl)-1H-pyrazol-1-yl]-1-[4-(4-{5-[2-fluoro-6-(prop-2-yn-1-yloxy)phenyl]-4,5-dihydro-1,2-oxazol-3-yl}-1,3-thiazol-2-yl)piperidin-1-yl]-ethanone